N1N=CC2=CC(=CC=C12)N1CN(C=2C1=NC(=CC2)C(F)(F)F)C 3-(1H-Indazol-5-yl)-N-methyl-5-(trifluoromethyl)imidazo[4,5-b]pyridine